Cinnamoylguanidin C(C=CC1=CC=CC=C1)(=O)NC(=N)N